4-[4-Cyano-3-hydroxy-8-(4-trifluoromethoxy-phenyl)-quinolin-2-yl]-4-oxo-butyric acid ethyl ester C(C)OC(CCC(=O)C1=NC2=C(C=CC=C2C(=C1O)C#N)C1=CC=C(C=C1)OC(F)(F)F)=O